amino-9-benzyl-2-(2-methoxyethoxy)-9H-purin-8-ol NC1=C2N=C(N(C2=NC(=N1)OCCOC)CC1=CC=CC=C1)O